S1C(=NC=C1)C(CC)=O (thiazol-2-yl)propan-1-one